rac-7-bromo-2-((1S*,2S*)-2-(4-methylpyrimidin-2-yl)cyclopropyl)-1,5-naphthyridine BrC1=CN=C2C=CC(=NC2=C1)[C@@H]1[C@H](C1)C1=NC=CC(=N1)C |r|